N-(azetidin-3-ylmethyl)-N-methylcyclopropylamine dihydrochloride Cl.Cl.N1CC(C1)CN(C)C1CC1